3,3,4,4,4-pentafluorobutane-1-thiol FC(CCS)(C(F)(F)F)F